COC1=C(C=CC(=C1)S(=O)(=O)C)NCC#CC=1N(C=2C=CC=C(C2C1)NC1CCC(CC1)N1CCOCC1)CC1OC1 (3-((2-methoxy-4-(methylsulfonyl)phenyl)amino)prop-1-yn-1-yl)-N-((1r,4r)-4-morpholinocyclohexyl)-1-(oxiran-2-ylmethyl)-1H-indol-4-amine